C(C)(C)(C)OC(=O)N1CC(C1)C=1C=NC(=CC1)C1CC2(C1)CCC2.O2C(OCC2)C2CCN(CC2)C2=CC=C(C=C2)[N+](=O)[O-] 4-(1,3-dioxolan-2-yl)-1-(4-nitrophenyl)piperidine tert-butyl-3-(6-spiro[3.3]heptan-2-yl-3-pyridyl)azetidine-1-carboxylate